OC(CCO[Si]1(OCCC(O1)C)CSC(C)=O)C thioacetic acid S-[2-(3-hydroxy-3-methylpropoxy)-4-methyl-[1,3,2]dioxasilinan-2-ylmethyl] ester